butyl 4-(6-amino-2-(quinolin-3-yl)pyrimidin-4-yl)piperazine-1-carboxylate NC1=CC(=NC(=N1)C=1C=NC2=CC=CC=C2C1)N1CCN(CC1)C(=O)OCCCC